N-(3-((1s,3R)-3-(cyanomethyl)-1-(4-methyl-4H-1,2,4-triazol-3-yl)cyclobutyl)phenyl)-7-((((S)-1-cyclopropylethyl)amino)methyl)-3,3-dimethyl-2,3-dihydrofuro[3,2-b]pyridine-5-carboxamide C(#N)CC1CC(C1)(C1=NN=CN1C)C=1C=C(C=CC1)NC(=O)C1=CC(=C2C(=N1)C(CO2)(C)C)CN[C@@H](C)C2CC2